ClC=1C=C2C(=C(N(C2=CC1Cl)C)C1=NN=C(N1)C(F)(F)F)N1C=NC=C1 5,6-dichloro-3-(1H-imidazol-1-yl)-1-methyl-2-(5-(trifluoromethyl)-4H-1,2,4-triazol-3-yl)-1H-indole